C1(=CC=CC=2C3=CC=CC=C3CC12)COC(=O)N[C@@H](C(C)(C)SCNC(C)=O)C(=O)O N-fluorenylmethoxycarbonyl-S-acetamidomethyl-L-penicillamine